7-bromo-2,2-dimethyl-3,4-dihydro-2H-pyrido[3,2-b][1,4]oxazine BrC1=CC=2OC(CNC2N=C1)(C)C